N-((4-aminophenyl)sulfonyl)-2,4-dichlorobenzamide NC1=CC=C(C=C1)S(=O)(=O)NC(C1=C(C=C(C=C1)Cl)Cl)=O